1-[(3,5-dimethyl-2-pyridyl)methyl]-4-[3-fluoro-5-isobutyl-2-(2H-tetrazol-5-yl)phenyl]piperazine CC=1C(=NC=C(C1)C)CN1CCN(CC1)C1=C(C(=CC(=C1)CC(C)C)F)C=1N=NNN1